BrC=1C(=C(C=C2C(=NNC12)I)[N+](=O)[O-])C(=O)C1=C(C=CC(=C1)F)Cl (7-bromo-3-iodo-5-nitro-1H-indazol-6-yl)(2-chloro-5-fluorophenyl)methanone